N1=C(C=CC=2N=C3COCC4(N3C21)CCC2=CC=CC=C24)C=2C=NC(=NC2)C(C)(C)O 2-(5-(2,3-dihydro-6'h,8'h-spiro[indene-1,9'-pyrido[3',2':4,5]imidazo[2,1-c][1,4]oxazin]-2'-yl)pyrimidin-2-yl)propan-2-ol